N-(5-((2-(3-oxa-8-azabicyclo[3.2.1]octan-8-yl)pyrimidin-5-yl)oxy)thiazol-2-yl)-3-methoxycyclobutane-1-carboxamide C12COCC(CC1)N2C2=NC=C(C=N2)OC2=CN=C(S2)NC(=O)C2CC(C2)OC